N-(dimethylaminopropyl)thiourea CN(C)CCCNC(=S)N